(R)-4-(dimethylamino)-N-(4-(3-((4-(2-phenylpyrazolo[1,5-a]pyridin-3-yl)pyrimidin-2-yl)amino)piperidine-1-carbonyl)phenyl)butanamide CN(CCCC(=O)NC1=CC=C(C=C1)C(=O)N1C[C@@H](CCC1)NC1=NC=CC(=N1)C=1C(=NN2C1C=CC=C2)C2=CC=CC=C2)C